[N].[F-].C(CCCCCCC)[NH+]1C(=CC=C1)CC 1-Octyl-2-ethylpyrrolium fluorid nitrogen